1-(3,4-dichlorophenyl)-4,5-dihydro-1H-pyrazol-3-amine ClC=1C=C(C=CC1Cl)N1N=C(CC1)N